C(\C=C\CCCCCCCC)(=O)OCC ethyl (E)-undec-2-enoate